isobenzofuran-1(3H)-carbonitrile C1(OCC2=CC=CC=C12)C#N